N,N-dimethyl-N'-((1-(4-(trifluoromethyl)phenyl)-1H-indazol-3-yl)methyl)sulfamide CN(S(=O)(=O)NCC1=NN(C2=CC=CC=C12)C1=CC=C(C=C1)C(F)(F)F)C